C(C)(C)(C)OC(=O)N[C@H](C(=O)[O-])C(C)C (S)-2-tert-butoxycarbonylamino-3-methylbutanoate